8-bromo-2-(tritylamino)-3H-1-benzazepine-4-carboxylic acid ethyl ester C(C)OC(=O)C=1CC(=NC2=C(C1)C=CC(=C2)Br)NC(C2=CC=CC=C2)(C2=CC=CC=C2)C2=CC=CC=C2